(rac)-(2r,4s)-2-(6-(4-(tert-Butyl)phenyl)-3-azabicyclo[4.1.0]heptan-3-carbonyl)-5-azaspiro[3.4]octan-6-on C(C)(C)(C)C1=CC=C(C=C1)C12CCN(CC2C1)C(=O)C1CC2(C1)NC(CC2)=O